7-[4,4-bis(hydroxymethyl)piperidin-1-yl]-1-(3,5-difluoropyridin-2-yl)-6-fluoro-N-(1,1,1,3,3,3-hexafluoropropan-2-yl)-4-oxo-1,4-dihydro-1,8-naphthyridine-3-carboxamide OCC1(CCN(CC1)C1=C(C=C2C(C(=CN(C2=N1)C1=NC=C(C=C1F)F)C(=O)NC(C(F)(F)F)C(F)(F)F)=O)F)CO